N-(5-((4-cyanophenoxy)methyl)-1,3,4-selenadiazol-2-yl)-4-(2-fluoro-6-methoxyphenyl)-6-methylnicotinamide C(#N)C1=CC=C(OCC2=NN=C([Se]2)NC(C2=CN=C(C=C2C2=C(C=CC=C2OC)F)C)=O)C=C1